(R)-5-Amino-3-cyano-1-(3-fluoropyridin-2-yl)-4-(3-hydroxy-2-methylphenyl)-1H-pyrrolo[2,3-b]pyridine-6-carboxamide NC=1C(=C2C(=NC1C(=O)N)N(C=C2C#N)C2=NC=CC=C2F)C2=C(C(=CC=C2)O)C